binaphthyl-2,2'-diylbis[bis(3,5-dimethylphenyl)phosphine] C1(=C(C=CC2=CC=CC=C12)P(C1=CC(=CC(=C1)C)C)C1=CC(=CC(=C1)C)C)C1=C(C=CC2=CC=CC=C12)P(C1=CC(=CC(=C1)C)C)C1=CC(=CC(=C1)C)C